ClC=1C=C(C=CC1Cl)C[C@@H](C(N[C@H](C=O)C[C@H]1C(NCC1)=O)=O)NC(OC(C(C)(C)C1=CC(=CC=C1)Cl)C1=CC=CC=C1)=O 2-(3-chlorophenyl)-2-methyl-1-phenylpropyl ((S)-3-(3,4-dichlorophenyl)-1-oxo-1-(((S)-1-oxo-3-((S)-2-oxopyrrolidin-3-yl)propan-2-yl)amino) propan-2-yl)carbamate